(isoindolin-4-yl)-N-methylbut-2-enamide formate C(=O)O.C1NCC2=C(C=CC=C12)C(C(=O)NC)=CC